C=CCCCCCCCC α-decene